guanidine sulfate salt S(=O)(=O)(O)O.NC(=N)N